C([C@@H](C(=O)[O-])O)C(=O)[O-] The molecule is an optically active form of malate having (S)-configuration. It has a role as a human metabolite and a Saccharomyces cerevisiae metabolite. It is a conjugate base of a (S)-malic acid. It is an enantiomer of a (R)-malate(2-).